(1R,3S)-3-[5-amino-2-(2-methylprop-2-yl)pyrazol-3-yl]cyclopentyl (prop-2-ylamino)methanoate CC(C)NC(=O)O[C@H]1C[C@H](CC1)C=1N(N=C(C1)N)C(C)(C)C